C(C)OC(=O)N1C(\C(\C2=CC=CC=C12)=C\1/NC2=CC=CC=C2C1=O)=O.ICCCCC1=C(N=C(S1=O)NCCCCI)N iodobutyl-amino(iodobutyl-amino)thiazolone Ethyl-(3Z)-2-oxo-3-(3-oxoindolin-2-ylidene)indoline-1-carboxylate